BrC=1C=C2N(NC=CC2=O)C1 6-bromo-4-oxo-1,4-dihydropyrrolo[1,2-b]pyridazine